(±)-(3S,5R,6R)-3-allyl-5-(3-chlorophenyl)-6-(4-chlorophenyl)-3-methyltetrahydro-2H-pyridine C(C=C)[C@@]1(CN[C@H]([C@H](C1)C1=CC(=CC=C1)Cl)C1=CC=C(C=C1)Cl)C |r|